2,6-dimethyl-4-triisopropylsilyloxybenzaldehyde oxime CC1=C(C=NO)C(=CC(=C1)O[Si](C(C)C)(C(C)C)C(C)C)C